NC=1C(=NC(=C(N1)F)C1=CC=C(C=C1)N1CCN(CC1)CC1CC1)C=1C=C2C(=CNC(C2=CC1)=O)F 6-(3-amino-6-(4-(4-(cyclopropylmethyl)piperazin-1-yl)phenyl)-5-fluoropyrazin-2-yl)-4-fluoroisoquinolin-1(2H)-one